3-(4-(5,8-dioxaspiro[3.4]octan-2-yl)phenyl)piperidine-2,6-dione C1C(CC12OCCO2)C2=CC=C(C=C2)C2C(NC(CC2)=O)=O